FC(C(CCS(=O)(=O)C)C1=CC(=NC=C1)N1N=CC(=C1)C1=C(C(=NC=C1)N)[N+](=O)[O-])(F)F 4-(1-(4-(1,1,1-trifluoro-4-(methylsulfonyl)butan-2-yl)pyridin-2-yl)-1H-pyrazol-4-yl)-3-nitropyridin-2-amine